O=C1CC[C@H](N1C(=O)OC(C)(C)C)C(=O)OC 1-(t-butyl) 2-methyl (S)-5-oxopyrrolidine-1,2-dicarboxylate